7'-((1R,3R)-3-hydroxycyclohexyl)-2'-((3-(pyridin-3-yl)-1H-pyrazol-4-yl)amino)spiro[cyclopropane-1,5'-pyrrolo[2,3-d]pyrimidin]-6'(7'H)-one O[C@H]1C[C@@H](CCC1)N1C(C2(C3=C1N=C(N=C3)NC=3C(=NNC3)C=3C=NC=CC3)CC2)=O